O(C1=CC=CC=C1)CC[Se]C1=C(C(=O)NC2=CC=C(C=C2)C)C=CC=C1 ((2-phenoxyethyl)seleno)-N-(p-tolyl)benzamide